C(CC(C)C)C1N(CCCNC1)S(=O)(=O)C1=C2C=CN=C(C2=CC=C1)OC 5-((2-isopentyl-1,4-diazacycloheptan-1-yl)sulfonyl)-1-methoxyisoquinoline